4-[8-[[4-[(6-chloro-3-pyridyl)methoxy]-3-methoxy-phenyl]methyl-[2-(3,4-dimethoxyphenyl)ethyl]amino]octylamino]-2-(2,6-dioxo-3-piperidyl)isoindoline-1,3-dione ClC1=CC=C(C=N1)COC1=C(C=C(C=C1)CN(CCCCCCCCNC1=C2C(N(C(C2=CC=C1)=O)C1C(NC(CC1)=O)=O)=O)CCC1=CC(=C(C=C1)OC)OC)OC